ClC1=C(C=CC(=C1)Cl)C=1N(C=CC1C#N)CC 2-(2,4-dichlorophenyl)-1-ethyl-1H-pyrrole-3-carbonitrile